3-[5-(2,4-Difluorophenoxy)-2-pyridinyl]-1-methyl-1-[(2R)-3,3,3-trifluoro-2-hydroxy-2-methyl-propyl]urea FC1=C(OC=2C=CC(=NC2)NC(N(C[C@@](C(F)(F)F)(C)O)C)=O)C=CC(=C1)F